2-ethoxy-6-methylocta-1,5-diene C(C)OC(=C)CCC=C(CC)C